NC(CC(O)C1=CC=C(C=C1)F)CF 3-amino-1-(4-fluorophenyl)-4-fluorobutan-1-ol